ClC=1C(=CC(=C(N)C1)F)C1=CN=NC=C1 5-Chloro-2-fluoro-4-(pyridazin-4-yl)aniline